(R)-N-(1-cyanopyrrolidin-3-yl)benzenesulfonamide C(#N)N1C[C@@H](CC1)NS(=O)(=O)C1=CC=CC=C1